1-(methylsulfonyl)-5,6-dihydrospiro[cyclopenta[c]pyridine-7,2'-[1,3]dioxolan]-4-ol CS(=O)(=O)C1=NC=C(C2=C1C1(OCCO1)CC2)O